3,4-difluorophenyl-methylsulfone FC=1C=C(C=CC1F)CS(=O)(=O)CC1=CC(=C(C=C1)F)F